COC=1C=C(CC2=NC(=NC=C2)N)C=C(C1OC)OC 3,4,5-trimethoxybenzyl-aminopyrimidine